CC=1C=C(C=CC1N1CCNCC1)NC1=NC=CC(=N1)NC1=NC(=NC=C1)C1=NC(=CC=C1)C N2-(3-methyl-4-piperazin-1-yl-phenyl)-N4-[2-(6-methyl-2-pyridyl)pyrimidin-4-yl]pyrimidine-2,4-diamine